C(C)(C)(C)OC(=O)N1C(C(CC1)N(C)C1=NC(=NC2=C(C(=C(C=C12)C(F)(F)F)Br)F)Cl)C tert-butyl-3-[[7-bromo-2-chloro-8-fluoro-6-(trifluoromethyl) quinazolin-4-yl]-methyl-amino]-2-methyl-pyrrolidine-1-carboxylate